FC=1C=CC(=NC1)C(=O)N[C@H](C(=O)NC1=CC=C(C=C1)S(=O)(=O)Cl)CC1=CC=CC=C1 (S)-4-(2-(5-fluoropicolinamido)-3-phenylpropanamido)benzene-1-sulfonyl chloride